manganese iron phosphate lithium salt [Li+].P(=O)([O-])([O-])[O-].[Fe+2].[Mn+2]